(R)-N-(1-(4-(cyclopropanesulfonamido)pyridin-2-yl)-3-(pyrrolidin-1-yl)propyl)-5-(6-ethoxypyrazin-2-yl)thiazole-2-carboxamide C1(CC1)S(=O)(=O)NC1=CC(=NC=C1)[C@@H](CCN1CCCC1)NC(=O)C=1SC(=CN1)C1=NC(=CN=C1)OCC